1-methyl-3-isopropylimidazolium hydrogen sulfate S(=O)(=O)(O)[O-].CN1C=[N+](C=C1)C(C)C